C(C1=CC=CC=C1)C1=C(C(NC2=CC=C(C=C12)Cl)=O)C1=NNC(C1)C1=CC=C(C=C1)C(F)(F)F 4-benzyl-6-chloro-3-[5-[4-(trifluoromethyl)phenyl]-4,5-dihydro-1H-pyrazol-3-yl]-1H-quinolin-2-one